O[C@@H]1[C@@H]([C@H](CC1)N1C(C(=CC2=C1N=C(N=C2)NC2C(CN(CC2([2H])[2H])S(=O)(=O)C)([2H])[2H])C([2H])(F)F)=O)C (+)-8-((1S,2R,3S)-3-hydroxy-2-methylcyclopentyl)-6-(difluoromethyl-d)-2-((1-(methylsulfonyl)piperidin-4-yl-3,3,5,5-d4)-amino)pyrido[2,3-d]pyrimidin-7(8H)-one